CN(CCCC(=O)OC(C(=O)OCCCCCCCC(=O)OCCCCCCC)C(=O)OCCCCCCCC(=O)OCCCCCCC)C bis(8-(heptyloxy)-8-oxooctyl) 2-((4-(dimethylamino)butanoyl)oxy)malonate